2-[[4-(1,3-benzothiazol-2-yl)piperazin-1-yl]methyl]benzonitrile S1C(=NC2=C1C=CC=C2)N2CCN(CC2)CC2=C(C#N)C=CC=C2